[Si](C)(C)(C(C)(C)C)O[C@@H]1[C@H](NC(C1)=O)C(=O)N(C=1C=C(C=CC1)C)C (2S,3S)-3-[tert-butyl(dimethyl)silyl]oxy-N-methyl-N-(m-tolyl)-5-oxo-pyrrolidine-2-carboxamide